(S)-3-((S)-sec-butyl)-7-chloro-5-phenyl-1,3-dihydro-2H-benzo[e][1,4]diazepin-2-one [C@H](C)(CC)[C@@H]1N=C(C2=C(NC1=O)C=CC(=C2)Cl)C2=CC=CC=C2